tert-Butyl (3-cyano-7-fluoro-4-(5-fluoro-3-((3R,4R)-3-hydroxy-4-(isopropyl(methyl)amino) pyrrolidin-1-yl)-7,9-dihydrofuro[3,4-f]quinazolin-6-yl)thieno[3,2-c]pyridin-2-yl)carbamate C(#N)C1=C(SC2=C1C(=NC=C2F)C=2C1=C(C=3C=NC(=NC3C2F)N2C[C@H]([C@@H](C2)N(C)C(C)C)O)COC1)NC(OC(C)(C)C)=O